2,4-Dihydroxy-2'-methylbenzophenone OC1=C(C(=O)C2=C(C=CC=C2)C)C=CC(=C1)O